C[SiH](C)[Hf](C1(C=CC=C1)CCC)C1(C=CC=C1)CCC Dimethylsilylbis(n-propylcyclopentadienyl)hafnium